CNC(O[C@@H]1CC[C@H](CC1)C(N(C[C@@H]1CC[C@H](CC1)C1=CC(=C(C=C1)OC)C)C1=NC=CC(=C1)C=1C=NN(C1)C1CC1)=O)=O trans-4-((4-(1-Cyclopropyl-1H-pyrazol-4-yl)pyridin-2-yl)((trans-4-(4-methoxy-3-methylphenyl)cyclohexyl)methyl) carbamoyl)cyclohexyl methylcarbamate